(R)-4-(7-(8-Ethyl-7-fluoro-3-hydroxynaphthalen-1-yl)-8-fluoro-2-(((2R,7aS)-2-fluorotetrahydro-1H-pyrrolizin-7a(5H)-yl)methoxy)pyrido[4,3-d]pyrimidin-4-yl)-1,4-oxazepan-6-ol C(C)C=1C(=CC=C2C=C(C=C(C12)C1=C(C=2N=C(N=C(C2C=N1)N1CCOC[C@@H](C1)O)OC[C@]12CCCN2C[C@@H](C1)F)F)O)F